(3'-fluoro-[1,1'-biphenyl]-2-yl)boronic acid FC=1C=C(C=CC1)C1=C(C=CC=C1)B(O)O